(3r,4r)-3-amino-4-fluoropyrrolidine-1-carboxylic acid tert-butyl ester C(C)(C)(C)OC(=O)N1C[C@H]([C@@H](C1)F)N